1-(3-Fluoro-5-methylpyridin-4-yl)-7-methoxy-3-methyl-8-(1-methyl-1H-pyrazol-4-yl)-1,3-dihydroimidazo[4,5-c]quinolin-2-one FC=1C=NC=C(C1N1C(N(C=2C=NC=3C=C(C(=CC3C21)C=2C=NN(C2)C)OC)C)=O)C